tert-butyl (3-(3-(difluoromethyl)phenyl)-5-hydroxypentyl)(methyl)carbamate FC(C=1C=C(C=CC1)C(CCN(C(OC(C)(C)C)=O)C)CCO)F